9-AnthraceneFormaldehyde C1=CC=CC2=CC3=CC=CC=C3C(=C12)C=O